N-[1-(3,4-dichlorophenyl)-2-(dimethylamino)ethyl]-4-tetrahydropyran-2-yl-benzenesulfonamide ClC=1C=C(C=CC1Cl)C(CN(C)C)NS(=O)(=O)C1=CC=C(C=C1)C1OCCCC1